(3s,4e)-5-(4-methylphenyl)-1-phenyl-3-hydroxypent-4-en-1-one CC1=CC=C(C=C1)/C=C/[C@H](CC(=O)C1=CC=CC=C1)O